C(C)[C@]1(C(OCC=2C(N3CC=4N5C6=C(C(=C(C=C6C(C4C3=CC21)=C=O)F)NC(OC(C)(C)C)=O)CCC5)=C=O)=C=O)O tert-butyl (S)-(9-ethyl-5-fluoro-9-hydroxy-7,10,13-tricarbonyl-2,3,9,10,13,15-hexahydro-1H,7H,12H-pyrano[3',4':6,7]indolizino[2,1-b]pyrido[3,2,1-ij]quinolin-4-yl)carbamate